6-Chloro-N-[1-(cyclopropylmethyl)piperidin-4-yl]-2-{4-[4-(2-methoxyethyl)piperazin-1-yl]phenyl}-3H-imidazo[4,5-b]pyridin-7-amine ClC=1C(=C2C(=NC1)NC(=N2)C2=CC=C(C=C2)N2CCN(CC2)CCOC)NC2CCN(CC2)CC2CC2